FC(CC1=CC(=C(OCC2=C(C=C(C=C2)C2C=3C(NC(C2)=O)=NNC3)OC)C=C1)C(F)(F)F)F 4-(4-{[4-(difluoroethyl)-2-(trifluoromethyl)phenoxy]methyl}-3-methoxyphenyl)-2H,4H,5H,6H,7H-pyrazolo[3,4-b]pyridin-6-one